O=C1C(=CNC2=CC=CC=C12)C(=O)N 4-oxo-1H-quinoline-3-carboxamide